OC1=C(C(=CC(=C1)C(F)(F)F)C)C=1C=NC=2C(N1)=NN(C2[C@H](C)O)[C@@H]2CCC(N(C2)C(C)C)=O |o1:21,24| (R or S)-5-(6-(2-hydroxy-6-methyl-4-(trifluoromethyl)phenyl)-3-((S or R)-1-hydroxyethyl)-2H-pyrazolo[3,4-b]pyrazin-2-yl)-1-isopropylpiperidin-2-one